OCC1=CC=C(C=C1)NC([C@H](CCCNC(=O)N)NC([C@H](C(C)C)NC([O-])=O)=O)=O ((S)-1-(((S)-1-((4-(hydroxymethyl)phenyl)amino)-1-oxo-5-ureidopentan-2-yl)amino)-3-methyl-1-oxobutan-2-yl)carbamate